2-(1H-Imidazol-1-yl)-N-(1-methyl-1H-pyrazol-3-yl)-5H-pyrrolo[3,2-d]pyrimidine-4-carboxamide N1(C=NC=C1)C=1N=C(C2=C(N1)C=CN2)C(=O)NC2=NN(C=C2)C